{[6-({[(3,3-dimethyloxolan-2-yl)methyl]amino}methyl)imidazo[1,2-a]pyridin-2-yl]methyl}-4-oxo-4H-pyrido[1,2-a]pyrimidine-2-carboxamide CC1(C(OCC1)CNCC=1C=CC=2N(C1)C=C(N2)CC2=C(N=C1N(C2=O)C=CC=C1)C(=O)N)C